C(C)(C)(C)OC(NCCC1=CC(=C(C=C1)OCCCCl)I)=O (4-(3-chloropropoxy)-3-iodophenethyl)carbamic acid tert-butyl ester